C(C)N(C=1C=CC=2C3(C4=CC=C(C=C4OC2C1)N(CC)CC)OC(C1=CC=CC=C13)=O)CC 3',6'-bis(diethylamino)spiro[isobenzofuran-1(3H),9'-[9H]xanthene]-3-one